COC1=CC=C(C=C1)COCCN(C(C#CC(SC)=O)(C)C)C S-methyl 4-[2-[(4-methoxyphenyl)methoxy]ethyl-methyl-amino]-4-methyl-pent-2-ynethioate